1-(4-(3-isopropyl-2-(8-methyl-[1,2,4]triazolo[1,5-a]pyridin-6-yl)-1H-indol-5-yl)piperidin-1-yl)-2-(piperidin-1-yl)ethan-1-one C(C)(C)C1=C(NC2=CC=C(C=C12)C1CCN(CC1)C(CN1CCCCC1)=O)C=1C=C(C=2N(C1)N=CN2)C